BrC=1N=C(SC1)[C@H]([C@@H](C(=O)O)NC(=O)OC(C)(C)C)OCC=1N=C(SC1)C(N([C@H](C(OCC[Si](C)(C)C)=O)C(C)C)C)=O (2S,3S)-3-(4-bromothiazol-2-yl)-2-((tert-butoxycarbonyl)amino)-3-((2-(methyl((S)-3-methyl-1-oxo-1-(2-(trimethylsilyl)ethoxy)butan-2-yl)carbamoyl)thiazol-4-yl)methoxy)propanoic acid